CC1=C(C=NC(=C1)N1N=CC(=C1)CN1CC(C(CC1)=O)C=1C(=C2COC(C2=CC1)=O)C)C#N 4-methyl-6-(4-((3-(4-methyl-1-oxo-1,3-dihydroisobenzofuran-5-yl)-4-oxopiperidin-1-yl)methyl)-1H-pyrazol-1-yl)pyridine-3-carbonitrile